C[Si](C#CC=1C=C(C=NC1)O)(C)C 5-(2-trimethylsilylethynyl)pyridin-3-ol